C(C)(C)(C)OC(=O)N1[C@@H](CCC1)C(C1=NC=NN1C1OCCCC1)O (2S)-2-(hydroxy(1-(tetrahydro-2H-pyran-2-yl)-1H-1,2,4-triazol-5-yl)methyl)pyrrolidine-1-carboxylic acid tert-butyl ester